5-(Benzylmethoxy)-4-methyl-6'-(trifluoromethyl)-[3,3'-bipyridine]-6-carboxylic acid C(C1=CC=CC=C1)COC=1C(=C(C=NC1C(=O)O)C=1C=NC(=CC1)C(F)(F)F)C